NC=1N(C2=C(C(=CC=C2C1SC=1C(=C(C(=O)O)C=CC1)F)Cl)F)C=1C=NN(C1)CC 3-((2-amino-6-chloro-1-(1-ethyl-1H-pyrazol-4-yl)-7-fluoro-1H-indol-3-yl)thio)-2-fluorobenzoic acid